NC1C2CN(CC12)C1=NC2=CC=C(C=C2C(=N1)C1=CC(=C(C#N)C=C1)F)C1=C(C=CC=C1C(F)(F)F)F 4-(2-(6-Amino-3-azabicyclo[3.1.0]hexan-3-yl)-6-(2-fluoro-6-(trifluoromethyl)phenyl)quinazolin-4-yl)-2-fluorobenzonitrile